3-(benzofuran-2-yl)-1-(2-chloro-3,5-dimethoxymethylphenyl)-(2E)-2-propen-1-one O1C(=CC2=C1C=CC=C2)/C=C/C(=O)C2=C(C(=CC(=C2)COC)COC)Cl